FC1=CC2=C(NC(=N2)S)C=C1 5-Fluoro-1H-benzo[d]imidazole-2-thiol